1,4-diazepan-1-carboxylate N1(CCNCCC1)C(=O)[O-]